N-[3-(6-chloro-1,3-benzoxazol-2-yl)-1-bicyclo[1.1.1]pentanyl]-3-methylsulfonyl-benzamide ClC1=CC2=C(N=C(O2)C23CC(C2)(C3)NC(C3=CC(=CC=C3)S(=O)(=O)C)=O)C=C1